COC1=CC=C(C=C1)N1CC2(CC1)CCN(CC2)C(=O)OC(C)(C)C tert-butyl 2-(4-methoxyphenyl)-2,8-diazaspiro[4.5]decane-8-carboxylate